C(C)OC(=O)C=1C=NC(=NC1)N1CCN(CC1)C=1N=CC2=C(N1)CCN(C2)C(=O)[O-] 2-(4-(5-(ethoxycarbonyl)pyrimidin-2-yl)piperazin-1-yl)-7,8-dihydropyrido[4,3-d]pyrimidine-6(5H)-carboxylate